4-(1,3-dioxolan-2-yl)-3-(4,4,5,5-tetramethyl-1,3,2-dioxaborolan-2-yl)pyridine O1C(OCC1)C1=C(C=NC=C1)B1OC(C(O1)(C)C)(C)C